C1(=CC=CC=C1)C=1C=C(C(=NC1)C=O)N1C[C@H](CC1)OC1=NC=C(C=C1)C(F)(F)F (S)-5-phenyl-3-(3-(5-(trifluoromethyl)pyridin-2-yloxy)pyrrolidin-1-yl)pyridinecarbaldehyde